(S)-quinuclidin-3-yl (5-(4-isopropoxy-3,5-dimethylphenyl)-2,2-dimethyl-2,3-dihydro-1H-inden-1-yl)carbamat C(C)(C)OC1=C(C=C(C=C1C)C=1C=C2CC(C(C2=CC1)NC(O[C@@H]1CN2CCC1CC2)=O)(C)C)C